C(C)NC(=O)[C@H]1CN([C@@H]2CC=3C4=C(C2=C1)C=CC=C4NC3)CC3=CC(=CC=C3)OC (6aR,9R)-N-ethyl-7-(3-methoxybenzyl)-4,6,6a,7,8,9-hexahydroindolo[4,3-fg]quinoline-9-carboxamide